C(C)OC(=O)[C@@H]1NCC[C@@H](C1)C (2R,4S)-4-methyl-2-piperidinecarboxylic acid ethyl ester